N-(2,3-dihydro-1,4-benzoxazin-4-yl)-4-morpholino-8-(2,3,4,5-tetrafluorophenyl)quinoline-3-carboxamide O1CCN(C2=C1C=CC=C2)NC(=O)C=2C=NC1=C(C=CC=C1C2N2CCOCC2)C2=C(C(=C(C(=C2)F)F)F)F